FC(C)(F)C1=NC(=CC(=N1)NC1=CC(=NC=C1C=1SC(=NN1)C)NC(C)=O)CC N-(4-((2-(1,1-difluoroethyl)-6-ethylpyrimidin-4-yl)amino)-5-(5-methyl-1,3,4-thiadiazol-2-yl)pyridin-2-yl)acetamide